3-amino-5-methyloxadiazole NN1NOC(=C1)C